(S)-1-(N-(4-(2-chloro-4-fluorophenyl)-1-oxo-1,2-dihydroisoquinolin-7-yl)-N-methyl-D-alanyl)piperidine-3-carboxylic acid ClC1=C(C=CC(=C1)F)C1=CNC(C2=CC(=CC=C12)N([C@H](C)C(=O)N1C[C@H](CCC1)C(=O)O)C)=O